tert-butyl 2-[(6-methyl-7,8-dihydro-5H-1,6-naphthyridin-3-yl)amino]-5H,6H,8H-pyrido[3,4-d]pyrimidine-7-carboxylate CN1CC=2C=C(C=NC2CC1)NC=1N=CC2=C(N1)CN(CC2)C(=O)OC(C)(C)C